FC1=C(N)C(=CC(=C1F)OC1=CC2=C(N(N=N2)C)C=C1)F 2,3,6-trifluoro-4-((1-methyl-1H-benzo[d][1,2,3]triazol-5-yl)oxy)aniline